1-[9-Ethyl-6-(2-methylbenzoyl)-9H-carbazol-3-yl]ethanone-1-(O-acetyl oxime) C(C)(=O)ON=C(C)C=1C=CC=2N(C3=CC=C(C=C3C2C1)C(C1=C(C=CC=C1)C)=O)CC